1-(5-(7-(1-Methyl-1H-pyrazol-4-yl)-1,6-naphthyridin-5-yl)pyridin-2-yl)-4-((morpholin-4-yl)methyl)piperidin-4-amine hydrochloride Cl.CN1N=CC(=C1)C1=NC(=C2C=CC=NC2=C1)C=1C=CC(=NC1)N1CCC(CC1)(N)CN1CCOCC1